C[C@H]1CC[C@H](CN1C(CC1=CC=C(C=C1)C1=CC(=CC=C1)[N+](=O)[O-])=O)C(=O)O (3R,6S)-6-methyl-1-(2-(3'-nitro-[1,1'-biphenyl]-4-yl)acetyl)piperidine-3-carboxylic acid